IC1=CC=NC=N1 6-iodopyrimidine